(E)-2-chloro-5-(2,4,7-trimethyl-1-oxooct-2,6-dien-4-yl)benzonitrile ClC1=C(C#N)C=C(C=C1)C(/C=C(/C=O)\C)(CC=C(C)C)C